O-propyl-N,N'-diisopropyl-isourea C(CC)OC(NC(C)C)=NC(C)C